3,4-dihydroisoquinolin-1(2h)-one C1(NCCC2=CC=CC=C12)=O